FC(C1(NN(C=C1)C)C(=O)NC1=C2C(CC(C2=C(C=C1)C)(C)C)C)F 3-difluoromethyl-1-methyl-N-(1,1,3,7-tetramethyl-4-indanyl)-pyrazolecarboxamide